methyl (R)-8-bromo-5-methyl-4,5-dihydrobenzo[b]thieno[2,3-d]oxepine-9-carboxylate BrC=1C(=CC2=C(O[C@@H](CC3=C2SC=C3)C)C1)C(=O)OC